4-[4-(6-methylsulfonyloxy-1,5-dihydro-3H-2,4-benzodioxepin-3-yl)-2-thiazolyl]-1-[2-[3,5-bis(difluoromethyl)-1H-pyrazol-1-yl]acetyl]piperidine CS(=O)(=O)OC1=CC=CC=2COC(OCC21)C=2N=C(SC2)C2CCN(CC2)C(CN2N=C(C=C2C(F)F)C(F)F)=O